N-((R)-1-(3-(1-(2-methoxyethyl)-1H-pyrazol-4-yl)-5-(1-(methoxymethyl)-1H-pyrazol-3-yl)phenyl)ethyl)-2-methyl-5-(((S)-1-methylazetidin-2-yl)methoxy)benzamide COCCN1N=CC(=C1)C=1C=C(C=C(C1)C1=NN(C=C1)COC)[C@@H](C)NC(C1=C(C=CC(=C1)OC[C@H]1N(CC1)C)C)=O